8-(4-methoxyphenyl)-2-(methylthio)pyrido[4,3-d]pyrimidin-7(6H)-one COC1=CC=C(C=C1)C=1C(NC=C2C1N=C(N=C2)SC)=O